1-(1H-pyrazol-3-yl)cyclopropane-1-carbonitrile N1N=C(C=C1)C1(CC1)C#N